C(C)(C)(C)OC(=O)N1CC2C(C(C(C1)N2C(C)(C)C2=CC=CC=C2)C#N)O 6-cyano-7-hydroxy-8-(2-phenylprop-2-yl)-3,8-diazabicyclo[3.2.1]octane-3-carboxylic acid tert-butyl ester